ClC1=CC(=NC=C1)C1=C[C@H]2[C@@H]([C@H]2C1)C1=NOC(=N1)CN1C=NC=2N=CN(C2C1=O)C 1-((3-((1S,5S,6R)-3-(4-Chloropyridin-2-yl)bicyclo[3.1.0]hex-2-en-6-yl)-1,2,4-oxadiazol-5-yl)methyl)-7-methyl-1,7-dihydro-6H-purin-6-one